4-((3-((tert-butoxycarbonyl)amino)butyl) (8-((tert-butoxycarbonyl)amino)nonyl)amino)-4-oxobutanoate C(C)(C)(C)OC(=O)NC(CCN(C(CCC(=O)[O-])=O)CCCCCCCC(C)NC(=O)OC(C)(C)C)C